C(C)OC(=O)C1=[N+](C=CC2=C1CCC2)[O-] 1-(ethoxycarbonyl)-5H,6H,7H-cyclopenta[c]pyridin-2-ium-2-olate